FC(C(C(=O)N1CCOC2=C(C1)C=CC=C2F)(C)C)F 3,3-difluoro-1-(9-fluoro-2,3-dihydrobenzo[f][1,4]oxazepin-4(5H)-yl)-2,2-dimethylpropan-1-one